C(C)(C)(C)C1=NC(=NO1)C(N1C[C@@H](N(C[C@H]1C)C(=O)OC(C)(C)C)C)C1=CC=C(C=C1)F tert-butyl (2S,5R)-4-((5-(tert-butyl)-1,2,4-oxadiazol-3-yl)(4-fluorophenyl)methyl)-2,5-dimethylpiperazine-1-carboxylate